C(C)C1OC(CCCCC(OC(CCC1)CC)=O)=O 2,6-diethyl-1,7-dioxacyclotridecane-8,13-dione